C(CCC)[SnH](CCCC)CCCC tri-n-butylstannane